FC1=C(C=CC(=C1F)C)C=1N=NN(C1)[C@@H]1[C@H]([C@H](O[C@@H]([C@@H]1O)CO)CN1C(OC2(C1)CCOCC2)=O)OC 3-(((2R,3R,4S,5R,6R)-4-(4-(2,3-Difluoro-4-methylphenyl)-1H-1,2,3-triazol-1-yl)-5-hydroxy-6-(hydroxymethyl)-3-methoxytetrahydro-2H-pyran-2-yl)methyl)-1,8-dioxa-3-azaspiro[4.5]decan-2-on